C(C)(=O)N1CCC(CC1)NCC=1C(=C(C=CC1)NC1=NC=CC(=C1Cl)C=1C(=C(C=CC1)C1=CC=C(C(=N1)OC)CNC[C@@H]1CCC(N1)=O)Cl)F (S)-5-((((6-(3-(2-((3-(((1-acetylpiperidin-4-yl)amino)methyl)-2-fluorophenyl)amino)-3-chloropyridin-4-yl)-2-chlorophenyl)-2-methoxypyridin-3-yl)methyl)amino)methyl)pyrrolidin-2-one